C(C)(C)(C)OC(=O)N1C[C@H](CC1)NC1=NC=CC2=CC=C(C=C12)C1=NOC(=N1)C (3S)-3-[[7-(5-methyl-1,2,4-oxadiazol-3-yl)-1-isoquinolinyl]amino]pyrrolidine-1-carboxylic acid tert-butyl ester